BrC=1C=C(C=CC1)C[C@H](C(=O)OC(C)(C)C)[C@@H]1CN(CC1)C(=O)OC(C)(C)C (R)-tert-butyl 3-((S)-3-(3-bromophenyl)-1-(tert-butoxy)-1-oxopropane-2-yl)pyrrolidine-1-carboxylate